NC1=NC2=CC(=CC=C2C=C1Cl)CN(C(=O)C=1C=NC(=CC1)C(F)(F)F)C=1C(=NC=CC1)S(=O)(=O)C N-[(2-amino-3-chloroquinolin-7-yl)methyl]-N-(2-methanesulfonylpyridin-3-yl)-6-(trifluoro-methyl)pyridine-3-carboxamide